2-((4-fluoro-2-isopropylphenyl)amino)-6-(trifluorometh-yl)nicotinonitrile FC1=CC(=C(C=C1)NC1=C(C#N)C=CC(=N1)C(F)(F)F)C(C)C